O=CON=CC1=C(C(=CC(=C1)Br)F)F (trans)-5-bromo-2,3-difluorobenzaldehyde-oxo-methyl oxime